(E)-3-[4-[(4-methylphenoxy)methyl]phenyl]-1-phenylprop-2-en-1-one CC1=CC=C(OCC2=CC=C(C=C2)/C=C/C(=O)C2=CC=CC=C2)C=C1